methyl 2-iodo-5-methylbenzoate IC1=C(C(=O)OC)C=C(C=C1)C